C(C)(C)(C)OC(NC=1SC(=C(N1)C)Br)=O (5-bromo-4-methylthiazol-2-yl)carbamic acid tert-butyl ester